tert-butyl-rel-(6S,7R)-7-[({4-[(4-methylbenzenesulfonamido)imino]cyclohexyl}oxy)methyl]-2-oxo-1,8-diazaspiro[5.5]undecane-8-carboxylate C(C)(C)(C)OC(=O)N1[C@H]([C@]2(CCCC(N2)=O)CCC1)COC1CCC(CC1)=NNS(=O)(=O)C1=CC=C(C=C1)C |o1:8,9|